2-amino-1-methyl-4-((5,6,7,8-tetrahydroquinolin-3-yl)amino)-1H-benzo[d]imidazole-7-carbonitrile hydrochloride Cl.NC1=NC2=C(N1C)C(=CC=C2NC=2C=NC=1CCCCC1C2)C#N